(2S)-N-benzyl-2-(3-(dimethyl-amino)-2,5-dioxopyrrolidin-1-yl)propanamide fumarate C(\C=C\C(=O)O)(=O)O.C(C1=CC=CC=C1)NC([C@H](C)N1C(C(CC1=O)N(C)C)=O)=O